O=C1NC(CC[C@H]1NC=1C=C(C=CC1)NC(CC)=O)=O N-(3-((R)-2,6-dioxopiperidin-3-ylamino)phenyl)propanamide